(2R,3S,4S)-4-hydroxy-2-[(4-methoxyphenyl)methyl]pyrrolidin-3-yl N-{[2-(pyrrolidin-1-yl)pyridin-4-yl]methyl}carbamate N1(CCCC1)C1=NC=CC(=C1)CNC(O[C@H]1[C@H](NC[C@@H]1O)CC1=CC=C(C=C1)OC)=O